O1[C@@H](COCC1)CNC(=O)C1=C(C2=C(CCC3=CN(N=C23)CC=2C=NC(=CC2)C(NC[C@H]2OCCOC2)=O)O1)C N-[(2R)-1,4-dioxan-2-ylmethyl]-2-[(6-{[(2R)-1,4-dioxan-2-ylmethyl]carbamoyl}pyridin-3-yl)methyl]-8-methyl-4,5-dihydro-2H-furo[2,3-g]indazole-7-carboxamide